2-Chloro-4-[[4-[1-methyl-4-(trifluoromethyl)imidazol-2-yl]phenyl]methoxy]-6-(trifluoromethyl)pyrido[2,3-d]pyrimidine ClC=1N=C(C2=C(N1)N=CC(=C2)C(F)(F)F)OCC2=CC=C(C=C2)C=2N(C=C(N2)C(F)(F)F)C